C1(=CC=CC=C1)N(C1=CC=C(C=C1)C1=CC=C(C=C1)C(=O)C1=CC=C(C=C1)C1=CC=C(C=C1)N(C1=CC=CC=C1)C1=CC=CC=C1)C1=CC=CC=C1 bis(4'-(diphenylamino)-[1,1'-biphenyl]-4-yl)methanone